((4-methylpiperidin-1-yl)methyl)-4-(naphthalene-2-yl)pyridine CC1CCN(CC1)CC1=NC=CC(=C1)C1=CC2=CC=CC=C2C=C1